tert-butyl 3,3-dimethyl-4-(5,6,7,8-tetrahydro-[1,2,4]triazolo[1,5-a]pyridine-7-carbonyl)piperazine-1-carboxylate CC1(CN(CCN1C(=O)C1CC=2N(CC1)N=CN2)C(=O)OC(C)(C)C)C